lithium 2-vinylphenolate C(=C)C1=C(C=CC=C1)[O-].[Li+]